C(C)(C)(C)OC(=O)N1CCC(CC1)CN1CCN(CC1)C1=CC=C(C=C1)C1=CC2=C(N(C(N2C)=O)C2C(NC(CC2)=O)=O)C=C1 4-[(4-{4-[1-(2,6-dioxopiperidin-3-yl)-3-methyl-2-oxo-1,3-benzodiazol-5-yl]phenyl}piperazin-1-yl)methyl]piperidine-1-carboxylic acid tert-butyl ester